CC1=CC=C(C=C1)S(=O)(=O)OCC1CCN(CC1)C(CC)=O (1-Propionylpiperidin-4-yl)methyl 4-methylbenzenesulfonate